N-((3S,4S)-3-Fluorotetrahydro-2H-pyran-4-yl)-8-isopropoxy-7-(1H-pyrazol-4-yl)-[1,2,4]triazolo[1,5-a]pyridin-2-amine F[C@@H]1COCC[C@@H]1NC1=NN2C(C(=C(C=C2)C=2C=NNC2)OC(C)C)=N1